[Si](C1=CC=CC=C1)(C1=CC=CC=C1)(C(C)(C)C)OC[C@@H](CC(=C)C)[C@H]1N(C(OC1)(C)C)C(=O)OC(C)(C)C tert-Butyl (4R)-4-[(1S)-1-[[tert-butyl(diphenyl)silyl]oxymethyl]-3-methyl-but-3-enyl]-2,2-dimethyl-oxazolidine-3-carboxylate